3-bromo-5-fluoropyridinecarboxylic acid BrC=1C(=NC=C(C1)F)C(=O)O